S(=O)(=O)(C1=CC=C(C)C=C1)OC1=CC=C(C(=O)O)C=C1 4-(tosyloxy)benzoic acid